C(C)(C)(C)OC(=O)N1CC2=CC(=C(C=C2C1)C1=CC(=C2C=CC=CN12)C(N(C)C1=CC=C(C=C1)OCC1=CC=CC=C1)=O)C(=O)N1CC2=CC=CC=C2C[C@H]1CN1CCOCC1 5-[1-[(4-Benzyloxyphenyl)-methyl-carbamoyl]indolizin-3-yl]-6-[(3S)-3-(morpholinomethyl)-3,4-dihydro-1H-isoquinoline-2-carbonyl]isoindoline-2-carboxylic acid tert-butyl ester